N[C@@H](C)C=1N(C(C2=C(C=CC=C2C1)C#CC1(NC(C(C1=O)=O)=O)C)=O)C1=CC=CC=C1 3-((1S)-1-aminoethyl)-8-(2-(2-methyl-5-oxooxooxopyrrolidin-2-yl)ethynyl)-2-phenylisoquinolin-1-one